C(C)OC(=O)C=1SC(=CN1)C=1C=NC(=CC1C(F)F)NC(C)(C)C 5-(6-(tert-butylamino)-4-(difluoromethyl)pyridin-3-yl)thiazole-2-carboxylic acid ethyl ester